BrC=1C(=NN(C1)C1=CC=C(OCC2=CC=CC=C2)C=C1)C1=CC=NC=C1 2-((4-(4-bromo-3-(pyridin-4-yl)-1H-pyrazol-1-yl)phenoxy)methyl)benzene